C[Si](C)(C)ON O-(trimethylsilyl)hydroxylamine